ClC=1C(=CC(=C(C1)S(=O)(=O)NC=1N=CSC1)F)NCC1=C(C(=CC=C1F)F)CO 5-chloro-4-((3,6-difluoro-2-(hydroxymethyl)benzyl)amino)-2-fluoro-N-(thiazol-4-yl)benzenesulfonamide